(3S)-3-(3',3'-Difluoro-1'-((2-methyl-2H-indazol-5-yl)methyl)-6-oxo-6,8-dihydro-2H,7H-spiro[furo[2,3-e]isoindole-3,4'-piperidin]-7-yl)piperidine-2,6-dione FC1(CN(CCC12COC1=C3CN(C(C3=CC=C12)=O)[C@@H]1C(NC(CC1)=O)=O)CC1=CC2=CN(N=C2C=C1)C)F